1-chloro-2-(bromomethyl)-3-nitroso-benzene ClC1=C(C(=CC=C1)N=O)CBr